C(C)(C)(C)OC(=O)N1C[C@@H](OC2=C(C1)N=C(C=C2)Cl)C(C)C (S)-7-chloro-2-isopropyl-2,3-dihydropyrido[2,3-f][1,4]oxazepine-4(5H)-carboxylic acid tert-butyl ester